C(C1=CC=CC=C1)N1N=NN=C1C(N1CCN(CC1)C)C=1C=NC=CC1 1-((1-benzyl-1H-tetrazol-5-yl)(pyridin-3-yl)methyl)-4-methylpiperazine